C(C)(=O)NC1=C(C(=O)NC=2SC(=NN2)C)C=CC=C1 2-acetamido-N-(5-methyl-1,3,4-thiadiazol-2-yl)benzamide